(3r,5r,7r)-adamantan C12CC3CC(CC(C1)C3)C2